3-({[(4R)-7-{methyl-[4-(1H-pyrazol-1-yl)phenyl]amino}-3,4-dihydro-2H-1-benzopyran-4-yl]methyl}amino)pyridine-4-carboxylic acid CN(C1=CC2=C([C@@H](CCO2)CNC=2C=NC=CC2C(=O)O)C=C1)C1=CC=C(C=C1)N1N=CC=C1